4-(2-amino-2-methylpropyl)piperidin-2-one NC(CC1CC(NCC1)=O)(C)C